C(CCCCC)C(COC(CCCCC=C)=O)CCCCCCCC 2-hexyldecyl-hept-6-enoate